N-{4-[2-(2,6-dichlorophenyl)acetylamino]pyridin-2-yl}-N-(3-fluoro-4-methoxyphenyl)acetamide ethyl-2,4-dichlorophenoxyacetate C(C)OC(COC1=C(C=C(C=C1)Cl)Cl)=O.ClC1=C(C(=CC=C1)Cl)CC(=O)NC1=CC(=NC=C1)N(C(C)=O)C1=CC(=C(C=C1)OC)F